N12C[C@H](C(CC1)CC2)OC(N[C@@H]2C(CC1=CC(=C(C=C21)OCC)C2=C(C=C(C=C2)OC)F)(C)C)=O (S)-quinuclidin-3-yl((R)-6-ethoxy-5-(2-fluoro-4-methoxyphenyl)-2,2-dimethyl-2,3-dihydro-1H-inden-1-yl)carbamate